(S)-azetidin-1-yl(5-(4-(pyrazolo[1,5-a]pyridin-2-yl)-1,4,6,7-tetrahydro-5H-imidazo[4,5-c]pyridin-5-yl)pyrazin-2-yl)methanone N1(CCC1)C(=O)C1=NC=C(N=C1)N1[C@@H](C2=C(CC1)NC=N2)C2=NN1C(C=CC=C1)=C2